FC1=C(C=C(C=C1)C1=NC(=NO1)C)NCC(=O)OCC Ethyl (2-fluoro-5-(3-methyl-1,2,4-oxadiazol-5-yl)phenyl)glycinate